BrC=1C(=C(C(=CC1)F)COC1OCCCC1)COC1OCCCC1 2-({3-bromo-6-fluoro-2-[(oxan-2-yloxy)methyl]phenyl}methoxy)oxane